FC(C=1C=C(C=CC1)C(=O)NN1C=CC2=CC=CC=C12)(F)F N-([3-trifluoromethyl-phenyl]-Formamido)-indole